2-(8-(2-(pyridin-4-yl)pyrido[3,4-d]pyrimidin-4-yl)-2,8-diazaspiro[4.5]decan-2-yl)ethanamine hydrochloride Cl.N1=CC=C(C=C1)C=1N=C(C2=C(N1)C=NC=C2)N2CCC1(CCN(C1)CCN)CC2